FC=1C(=NC=CC1)CN1CC=C2N1CC[C@H](C(N2C)=O)C2=NC(=NN2)C(=O)NC2CC2 1-[(3-Fluoro-2-pyridyl)methyl]-N-(6S)-2-cyclopropyl-4-methyl-5-oxo-7,8-dihydro-6H-pyrazolo[1,5-a][1,3]diazepin-6-yl-1,2,4-triazol-3-carboxamid